FC(C(=O)N1CC(C1)N1N=C(C2=CC=CC(=C12)C(=O)C1N(CCNC1)C(=O)NC1=CC=CC=C1)C1=CC=C(C=C1)C(F)(F)F)=C (1-(1-(2-fluoroacryloyl)azetidin-3-yl)-3-(4-(trifluoromethyl)phenyl)-1H-indazole-7-carbonyl)-N-phenylpiperazine-1-carboxamide